OC1(CCN(CC1)C(=O)OC(C)(C)C)C(=C=C)OC Tert-Butyl 4-hydroxy-4-(1-methoxyprop-1,2-dien-1-yl)piperidine-1-carboxylate